FC1(CCC(CC1)NC(C(C=1C=NC=CC1)(C)N(C(=O)[C@@H]1NC[C@@H](C1)OC)C1=CC=C(C=C1)S(F)(F)(F)(F)F)=O)F (2R,4R)-N-[2-[(4,4-difluorocyclohexyl)amino]-1-methyl-2-oxo-1-(3-pyridyl)ethyl]-4-methoxy-N-[4-(pentafluoro-λ6-sulfanyl)phenyl]pyrrolidine-2-carboxamide